Cl[C@H]1O[C@@H]([C@H]2OC(O[C@H]21)(C)C)CO[Si](C)(C)C(C)(C)C [(3aR,4R,6R,6aR)-4-chloro-2,2-dimethyl-3a,4,6,6a-tetrahydrofuro[3,4-d][1,3]dioxol-6-yl]methoxy-tert-butyl-dimethyl-silane